(5-methylpyridin-3-yl)-5-[5-(piperidin-1-ylmethyl)pyridin-3-yl]-1H-indazole-3-carboxamide CC=1C=C(C=NC1)N1N=C(C2=CC(=CC=C12)C=1C=NC=C(C1)CN1CCCCC1)C(=O)N